(S)-1-(2-chloro-5-((tetrahydro-2H-pyran-4-yl)ethynyl)pyridin-4-yl)piperidin-3-ol ClC1=NC=C(C(=C1)N1C[C@H](CCC1)O)C#CC1CCOCC1